Ethane-1,2-diylbis(5-carbamoyl-1H-benzo[d]imidazole-1,2-diyl)bis(4-bromobenzoic acid) C(CN1C(=NC2=C1C=CC(=C2)C(N)=O)C2=C(C(=O)O)C=CC(=C2)Br)N2C(=NC1=C2C=CC(=C1)C(N)=O)C1=C(C(=O)O)C=CC(=C1)Br